S1C(=NC=C1)CN [(1,3-thiazol-2-yl)methyl]amine